[Pt+2].C(C)(C)[Si](C(C(=O)C1=CC=CC=C1)C(=O)CCCC)(OC)OC.C(C)(C)[Si](C(C(=O)C1=CC=CC=C1)C(=O)CCCC)(OC)OC bis[2-(isopropyldimethoxysilyl)1-phenyl-3-butyl-1,3-propanedione] platinum (II)